ClC1=CC(=C(C(=O)OC)C=C1)C(C(=O)OC)C1=C(C=C(C=C1)C(F)(F)F)[N+](=O)[O-] methyl 4-chloro-2-[2-methoxy-1-[2-nitro-4-(trifluoromethyl)phenyl]-2-oxo-ethyl]benzoate